ClC1=CC=C(C=C1)C=1C=C(C(N(N1)C1=CC(=CC=C1)F)=O)C(=O)N[C@H](CO)C1CC1 6-(4-chlorophenyl)-N-[(1S)-1-cyclopropyl-2-hydroxyethyl]-2-(3-fluorophenyl)-3-oxo-2,3-dihydropyridazine-4-carboxamide